C1=CC=CC=2C3=CC=CC=C3C(C12)COC(=O)NC(CC(=O)OC)C1(C(C(=O)[O-])C=CC=C1)OC 2-(((((9H-fluoren-9-yl) methoxy) carbonyl) amino)-3-methoxy-3-oxopropyl)-2-methoxybenzoate